C1(CC1)CN1C(N(C(C(=C1)C(=O)NC1=CC(=C(C=C1)OC=1C2=C(N=CN1)CNCC2)F)=O)C2=CC=C(C=C2)F)=O 1-(Cyclopropylmethyl)-N-(3-fluoro-4-((5,6,7,8-tetrahydropyrido[3,4-d]pyrimidin-4-yl)oxy)phenyl)-3-(4-fluorophenyl)-2,4-dioxo-1,2,3,4-tetrahydropyrimidine-5-carboxamide